1'-(1,2-phenylenebis(propane-3,1-diyl))bis(1-ethylpyrrolidin-1-ium) C1(=C(C=CC=C1)CCC[N+]1(CCCC1)CC)CCC[N+]1(CCCC1)CC